1,2,3,4-tetramethyl-1,6-dihydropyrimidinium C[NH+]1C(N(C(=CC1)C)C)C